4-cyclohexyl-2,6-lutidine C1(CCCCC1)C1=CC(=NC(=C1)C)C